FC(S(=O)(=O)OC1=CC(=CC2=CC=C(C(=C12)C#C[Si](C(C)C)(C(C)C)C(C)C)Cl)N=C(C1=CC=CC=C1)C1=CC=CC=C1)(F)F 7-Chloro-3-((diphenylmethylene)amino)-8-((triisopropylsilyl)ethynyl)naphthalen-1-yl trifluoromethanesulfonate